C(#N)C=1C=CC(=C2N=CC=NC12)N1C[C@@H](C[C@@H](C1)C)NC(CC1[C@@H]2CN(C[C@H]1C2)C)=O N-((3R,5S)-1-(8-cyanoquinoxalin-5-yl)-5-methylpiperidin-3-yl)-2-((1S,5R,6S)-3-methyl-3-aza-bicyclo[3.1.1]hept-6-yl)acetamide